(4-METHOXY-3-[(PHENYLSULFANYL)METHYL]PHENYL)BORANEDIOL COC1=C(C=C(C=C1)B(O)O)CSC1=CC=CC=C1